C(C)[C@@H]1N(C[C@H](N(C1)C(C)C1=CC=C(C=C1)OC(C)C)CC)C=1C2=C(N(C(N1)=O)C)C=CC(=N2)C#N 4-((2s,5r)-2,5-diethyl-4-(1-(4-isopropoxyphenyl)ethyl)piperazin-1-yl)-1-methyl-2-oxo-1,2-dihydropyrido[3,2-d]pyrimidine-6-carbonitrile